4-[5-(4-fluorophenyl)-2-(4-methanesulfinyl-phenyl)-1H-imidazol-4-yl]-pyridine FC1=CC=C(C=C1)C1=C(N=C(N1)C1=CC=C(C=C1)S(=O)C)C1=CC=NC=C1